(E)-6-(4-(3-(6,7-dimethoxy-3,4-dihydroisoquinolin-2(1H)-yl)-3-oxoprop-1-en-1-yl)-2-methoxyphenoxy)-N-hydroxyhexanamide COC=1C=C2CCN(CC2=CC1OC)C(/C=C/C1=CC(=C(OCCCCCC(=O)NO)C=C1)OC)=O